tert-butyl 2-(2,2-dimethylpropanoyloxymethyl)morpholine-4-carboxylate CC(C(=O)OCC1CN(CCO1)C(=O)OC(C)(C)C)(C)C